1'-[1,4-phenylenedi(methylene)]bis(3,4-dimethylpyridin-1-ium) dibromide [Br-].[Br-].C1(=CC=C(C=C1)C[N+]1=CC(=C(C=C1)C)C)C[N+]1=CC(=C(C=C1)C)C